C1(=CC=CC=C1)C=1NC=2C=CC=C(C2C1C(CC(F)(F)F)C1=CC=CC=C1)S(=O)(=O)F 2-phenyl-3-(3,3,3-trifluoro-1-phenylpropyl)-1H-indole-4-sulfonyl fluoride